(R)-N-((S)-1'-(4-cyano-5-(2,3-dichloropyridin-4-yl)-6-methylpyrimidin-2-yl)-1,3-dihydrospiro[indene-2,4'-piperidin]-1-yl)-2-methylpropane-2-sulfinamide C(#N)C1=NC(=NC(=C1C1=C(C(=NC=C1)Cl)Cl)C)N1CCC2(CC1)[C@@H](C1=CC=CC=C1C2)N[S@](=O)C(C)(C)C